CC1=CC=C(C=S)C=C1 p-Methyl-thiobenzaldehyde